C[Si](C1CC2CCC1C2)(OCC)OCC 6-methyldiethoxysilylnorbornane